FC(C(=O)O)(F)F.FC1=C2C=C(NC2=C(C=C1)C)C(=O)NC1=C2C=NN(C2=CC=C1)C1CCC(CC1)N(C)C 4-fluoro-7-methyl-N-[1-[(1r,4r)-4-(dimethylamino)cyclohexyl]-1H-indazol-4-yl]-1H-indole-2-carboxamide trifluoroacetic acid salt